((6-fluoro-4-iodopyridin-3-yl)methyl)but-3-enamide FC1=CC(=C(C=N1)CC(C(=O)N)C=C)I